C(C1=CC=CC=C1)N1C[C@H]2[C@@H](C1)C(N[C@@H]2CS(=O)(=O)N)=O 1-[(1S,3aS,6aR)-5-benzyl-3-oxo-1,2,3a,4,6,6a-hexahydropyrrolo[3,4-c]pyrrol-1-yl]methanesulfonamide